C(C)OC(=O)C=1N=NN(C1OC1=CC=C(C=C1)C=1C=NC=NC1)CC1=CC=C(C=C1)OC 1-(4-methoxybenzyl)-5-(4-(pyrimidin-5-yl)phenoxy)-1H-1,2,3-triazole-4-carboxylic acid ethyl ester